methyl-L-norleucine CN[C@@H](CCCC)C(=O)O